CN(CC(C)NC(=O)C1=NC=CC2=C(C=3N(C=4C=CC(=CC4C3C=C21)O)C)C)C N-(1-(dimethylamino)propan-2-yl)-9-hydroxy-5,6-dimethyl-6H-pyrido[4,3-b]carbazole-1-carboxamide